C(C1CO1)OCC[Si](OCC)(OCC)OCC 2-glycidoxyethyltriethoxysilane